3-(2-chloropropyl)-1-methylimidazole chloride [Cl-].ClC(CN1CN(C=C1)C)C